(S)-2-(4-chlorophenyl)-1-(4-((5R,7R)-7-hydroxy-5-methyl-6,7-dihydro-5H-cyclopenta[d]pyrimidin-4-yl)piperazin-1-yl)-3-(3-methoxyazetidin-1-yl)propan-1-one ClC1=CC=C(C=C1)[C@H](C(=O)N1CCN(CC1)C=1C2=C(N=CN1)[C@@H](C[C@H]2C)O)CN2CC(C2)OC